NC[C@H](CC(=O)O)[C@H](C(C)C)C (3R,4S)-3-aminomethyl-4,5-dimethyl-hexanoic acid